(4-nitrophenoxy)-N-[4-(2-{2-[2-(2-prop-2-ynyloxyethoxy)ethoxy]ethoxy}ethoxy)phenyl]carboxamide [N+](=O)([O-])C1=CC=C(OC(=O)NC2=CC=C(C=C2)OCCOCCOCCOCCOCC#C)C=C1